methyl 2-(benzyloxycarbonylamino)-4-bromobutyrate C(C1=CC=CC=C1)OC(=O)NC(C(=O)OC)CCBr